BrC1=CC=C(C(=N1)F)O[C@@H]1[C@H](N(C1)C(=O)OC(C)(C)C)C tert-butyl (2R,3S)-3-[(6-bromo-2-fluoropyridin-3-yl) oxy]-2-methylazetidine-1-carboxylate